3-bromo-2-(2-chloropyridin-4-yl)-5-methyl-1,5,6,7-tetrahydro-4H-pyrrolo[3,2-c]pyridin-4-one BrC1=C(NC2=C1C(N(CC2)C)=O)C2=CC(=NC=C2)Cl